8-(4-{3-[(7R)-7-amino-5-azaspiro[2.4]heptane-5-carbonyl]bicyclo[1.1.1]pentane-1-carbonyl}piperazin-1-yl)-9-ethyl-6,6-dimethyl-11-oxo-5H,6H,11H-benzo[b]carbazole-3-carbonitrile N[C@H]1CN(CC12CC2)C(=O)C21CC(C2)(C1)C(=O)N1CCN(CC1)C=1C(=CC2=C(C(C=3NC4=CC(=CC=C4C3C2=O)C#N)(C)C)C1)CC